NC1(C[C@@H]2[C@@H](CN(C2)C=2N=CC(=NC2)C=2C=3N(C=C(C2)C2=NN(C=C2)C)N=CC3C#N)C1)C 4-(5-((3aR,5s,6aS)-5-amino-5-methylhexahydrocyclopenta[c]pyrrol-2(1H)-yl)pyrazin-2-yl)-6-(1-methyl-1H-pyrazol-3-yl)pyrazolo[1,5-a]pyridine-3-carbonitrile